ClC1=C(C=C2C(=C(N(C2=C1F)C)C1=NC(=NN1)[C@H](COC)O)C=1C=NNC1)OC (R)-1-(5-(6-chloro-7-fluoro-5-methoxy-1-methyl-3-(1H-pyrazol-4-yl)-1H-indol-2-yl)-1H-1,2,4-triazol-3-yl)-2-methoxyethan-1-ol